(Z)-3-(2-hydroxyethyl)-11,11-dimethyl-13-((2,5,7,8-tetramethyl-2-(4,8,12-trimethyltridecyl)chroman-6-yl)oxy)-10,12-dioxa-3-aza-11-silatriacont-21-en-1-ol OCCN(CCO)CCCCCCO[Si](OC(CCCCCCC\C=C/CCCCCCCC)OC=1C(=C2CCC(OC2=C(C1C)C)(CCCC(CCCC(CCCC(C)C)C)C)C)C)(C)C